(R)-1-Isopropyl-6-methyl-3,4-dipropyl-5,6-dihydropyridin-2(1H)-one C(C)(C)N1C(C(=C(C[C@H]1C)CCC)CCC)=O